5-(((3S,5R)-3,5-dimethyl-4-((tetrahydro-2H-pyran-4-yl)methyl)piperazin-1-yl)methyl)-3-iodopyrazolo[1,5-a]pyridine C[C@H]1CN(C[C@H](N1CC1CCOCC1)C)CC1=CC=2N(C=C1)N=CC2I